C(C)(C)N1N=CC=C1C1=CC2=C(C=N1)NC(N2CC2=CC=C(C=C2)N2N=C(C=C2C)C(F)(F)F)=O 6-(1-Isopropyl-1H-pyrazol-5-yl)-1-(4-(5-methyl-3-(trifluoromethyl)-1H-pyrazol-1-yl)benzyl)-1,3-dihydro-2H-imidazo[4,5-c]pyridin-2-one